11-(4-(1,1'-biphenyl-4-yl)-6-phenyl-1,3,5-triazine-2-yl)-12-phenyl-11H,12H-indolo[2,3-a]carbazole C1(=CC=C(C=C1)C1=NC(=NC(=N1)C1=CC=CC=C1)N1C2=CC=CC=C2C2=CC=C3C(=C12)N(C=1C=CC=CC13)C1=CC=CC=C1)C1=CC=CC=C1